iron 2,5-dihydroxybenzenesulfonate OC1=C(C=C(C=C1)O)S(=O)(=O)[O-].[Fe+2].OC1=C(C=C(C=C1)O)S(=O)(=O)[O-]